3-((2-(dimethylamino)ethyl)(methyl)amino)propan-1-ol CN(CCN(CCCO)C)C